4-[(2Z)-2-(hydroxyimino)-2,3-dihydro-1H-inden-5-yl]-2-(trifluoromethyl)phenol O\N=C/1\CC2=CC=C(C=C2C1)C1=CC(=C(C=C1)O)C(F)(F)F